BrC=1C(N(C(=CC1OCC1=NC=C(C=C1C)F)C)C1=CC(=NC=C1C)C1=NC(=NC=C1)C(C)(C)O)=O (P)-3-bromo-4-((5-fluoro-3-methylpyridin-2-yl)methoxy)-2'-(2-(2-hydroxypropan-2-yl)pyrimidin-4-yl)-5',6-dimethyl-2H-[1,4'-bipyridin]-2-one